CC=1C(=NC(=NC1)NC1=CC=NN1C)C=1N=C(OC1)C(=O)NCC=1C=C(C=C2C(=C(NC12)C)C)C 4-(5-methyl-2-((1-methyl-1H-pyrazol-5-yl)amino)pyrimidin-4-yl)-N-((2,3,5-trimethyl-1H-indol-7-yl)methyl)oxazole-2-carboxamide